FC(C(=O)O)(F)F.FC(C(=O)O)(F)F.N1C(=CC=2C=NC=CC21)CNC([C@H](C)NC(=O)C2NCC(C2)CC2=CC(=C(C=C2)F)Cl)=O N-((S)-1-(((1H-pyrrolo[3,2-c]pyridin-2-yl)methyl)amino)-1-oxopropan-2-yl)-4-(3-chloro-4-fluorobenzyl)pyrrolidine-2-carboxamide bis-trifluoroacetate